C(C)(C)(C)OC(=O)N1CCN(CC1)CC1=CC=C(C=C1)[C@H](C)NC=1N=CC2=C(N1)N(C(C=C2)=O)CC(C)(C)C 4-(4-{(S)-1-[8-(2,2-dimethyl-propyl)-7-oxo-7,8-dihydro-pyrido[2,3-d]pyrimidin-2-ylamino]-ethyl}-benzyl)-piperazine-1-carboxylic acid tert-butyl ester